CC1CC(N(C1)C(=O)OC(C)(C)C)C(=O)OC rac-1-tert-butyl 2-methyl 4-methylpyrrolidine-1,2-dicarboxylate